COC(C(C)(C)OC1=C(C=C(C=C1)C1CCN(CC1)C(=O)OC(C)(C)C)C(F)(F)F)=O tert-butyl 4-(4-((1-methoxy-2-methyl-1-oxopropan-2-yl)oxy)-3-(trifluoromethyl)phenyl)piperidine-1-carboxylate